C(=O)(OCC(CCCC)OCC)OOC(=O)OCC(CCCC)OCC di-(2-ethoxyhexyl) peroxydicarbonate